CC=1N(C=CN1)CC1=CC(=NC(=C1)C(F)(F)F)N1C(C2=CC(=CC=C2C1)C1(COC1)CC1=NN=CN1C)=O 2-(4-((2-Methyl-1H-imidazol-1-yl)methyl)-6-(trifluoromethyl)pyridin-2-yl)-6-(3-((4-methyl-4H-1,2,4-triazol-3-yl)methyl)oxetan-3-yl)isoindolin-1-one